5-(4-(3-(7-fluoro-1-methoxyisoquinolin-3-yl)cyclopent-2-en-1-yl)piperazin-1-yl)-N-meth-ylpicolinamide FC1=CC=C2C=C(N=C(C2=C1)OC)C1=CC(CC1)N1CCN(CC1)C=1C=CC(=NC1)C(=O)NC